2-ethoxy-N-(1-(4-methylbenzyl)-1H-pyrazol-4-yl)benzamide C(C)OC1=C(C(=O)NC=2C=NN(C2)CC2=CC=C(C=C2)C)C=CC=C1